1,4-bis(2,6-diethyl-4-methylanilino)anthraquinone C(C)C1=C(NC2=CC=C(C=3C(C4=CC=CC=C4C(C23)=O)=O)NC2=C(C=C(C=C2CC)C)CC)C(=CC(=C1)C)CC